2-(2,6-dioxopiperidin-3-yl)-4-((9-(4-(4-((7-(4-hydroxyphenyl)pyrrolo[2,1-f][1,2,4]triazin-2-yl)amino)-1H-pyrazol-1-yl)piperidin-1-yl)nonyl)oxy)isoindoline-1,3-dione O=C1NC(CCC1N1C(C2=CC=CC(=C2C1=O)OCCCCCCCCCN1CCC(CC1)N1N=CC(=C1)NC1=NN2C(C=N1)=CC=C2C2=CC=C(C=C2)O)=O)=O